C1(=CC=CC=C1)S(=O)(=O)N=NCS(=O)(=O)CCCCCCS(=O)(=O)CN=NS(=O)(=O)C1=CC=CC=C1 1,6-bis(phenylsulfonylazomethylsulfonyl)hexane